(3-hydroxy-3-methylazetidin-1-yl)-(5-piperazin-1-ylpyridazin-3-yl)methanone OC1(CN(C1)C(=O)C=1N=NC=C(C1)N1CCNCC1)C